4-chloro-3-(imidazo[1,2-b]pyridazin-3-ylethynyl)-N-(3-(4-methyl-1H-imidazol-1-yl)-5-(trifluoromethyl)phenyl)benzamide ClC1=C(C=C(C(=O)NC2=CC(=CC(=C2)C(F)(F)F)N2C=NC(=C2)C)C=C1)C#CC1=CN=C2N1N=CC=C2